S1NC=CC=C1 anti-thiazine